5,9-dioxo-9-(pentadec-8-yloxy)nonanoic acid O=C(CCCC(=O)O)CCCC(OC(CCCCCCC)CCCCCCC)=O